COC(C1=CC=C(C=C1)C1=C(N(C=2N=CN=C(C21)N)C)C2=CC=C(C=C2)NC(C(=C)C)=O)=O 4-{4-amino-7-methyl-6-[4-(2-methylpropan-2-enamido)phenyl]-7H-pyrrolo[2,3-d]pyrimidin-5-yl}benzoic acid methyl ester